n-octyl-1H-benzo[D]imidazole-2-formamide C(CCCCCCC)N1C(=NC2=C1C=CC=C2)C(=O)N